[Na+].[Na+].C(C)(=O)[O-].C(C)(=O)[O-] diacetate disodium